(3s,5s)-5,7'-dimethyl-6'-(pyrimidin-2-yl)-3',4'-dihydro-1'h-spiro[pyrrolidine-3,2'-[1,8]naphthyridine] dihydrochloride Cl.Cl.C[C@H]1C[C@]2(NC3=NC(=C(C=C3CC2)C2=NC=CC=N2)C)CN1